hydroxyethylacrylate OCCOC(C=C)=O